N-(4-(1H-pyrazol-1-yl)benzyl)-N-(3-methoxybenzyl)-4-((4-methylpiperazin-1-yl)methyl)thiazol-2-amine N1(N=CC=C1)C1=CC=C(CN(C=2SC=C(N2)CN2CCN(CC2)C)CC2=CC(=CC=C2)OC)C=C1